C(CCCCCCCCCCC)OC1=C(C=C(C=C1)N)N 1-dodecyloxy-2,4-phenylenediamine